BrCCN1C(=O)C(=O)C2=CC(=CC=C12)OC (2-bromoethyl)-5-methoxy-isatin